C(C)OC(C(C=1C(=CC=C2C=CC=NC12)F)(F)F)=O 2,2-difluoro-2-(7-fluoro-8-quinolinyl)acetic acid ethyl ester